CN1S(CC2=C1C=C(C=C2)C(=O)OC)(=O)=O methyl 1-methyl-1,3-dihydrobenzo[c]isothiazole-6-carboxylate 2,2-dioxide